2-[4-(3-hydroxyphenyl)thieno[2,3-d]pyridazin-7-yl]phenol OC=1C=C(C=CC1)C1=C2C(=C(N=N1)C1=C(C=CC=C1)O)SC=C2